ClC1=C(C=CC(=C1)Cl)C=1NC(=C(N1)C1=CC(=C(C=C1)Cl)Cl)C 2-(2,4-Dichlorophenyl)-4-(3,4-dichlorophenyl)-5-methylimidazole